FC1=CC=C(C=C1)C1=NN(C=C1C=CC=1C=C(C(=O)O)C=CN1)C1=CC=C(C=C1)OC 2-(2-(3-(4-fluorophenyl)-1-(4-methoxyphenyl)-1H-pyrazol-4-yl)vinyl)isonicotinic acid